(S)-2-((7-chloroquinolin-4-yl)amino)-4-methyl-N-((S)-1-oxo-3-(1-trityl-1H-imidazol-4-yl)propan-2-yl)pentanamide ClC1=CC=C2C(=CC=NC2=C1)N[C@H](C(=O)N[C@H](C=O)CC=1N=CN(C1)C(C1=CC=CC=C1)(C1=CC=CC=C1)C1=CC=CC=C1)CC(C)C